C1(CCC1)CC=1C=NC=C(C1N)CC1CCC1 3,5-bis(cyclobutylmethyl)pyridin-4-amine